ClC1=C(C=CC=C1)C=1N=C(SC1)N(\N=C\C1=C(C(=O)NO)C=CC=C1)C (E)-2-((2-(4-(2-chlorophenyl)thiazol-2-yl)-2-methylhydrazono)methyl)-N-hydroxybenzoamide